4-(1-methyl-1H-pyrazol-5-yl)-7-nitro-3,4-dihydro-2H-benzo[b][1,4]oxazine CN1N=CC=C1N1C2=C(OCC1)C=C(C=C2)[N+](=O)[O-]